N-(4-cyano-2-(piperidin-4-yl)pyridin-3-yl)-4-(5-((1S,2S)-2-fluorocyclopropyl)-1,2,4-oxadiazol-3-yl)-4-methylpiperidine-1-carboxamide C(#N)C1=C(C(=NC=C1)C1CCNCC1)NC(=O)N1CCC(CC1)(C)C1=NOC(=N1)[C@H]1[C@H](C1)F